ClC=1C(=NC=NC1C1=CC(=CC(=C1)Cl)Cl)C(=O)OCC ethyl 5-chloro-6-(3,5-dichlorophenyl)pyrimidine-4-carboxylate